[Si].C=CCC butene silicon